COC=1C=2N(C=CC1)N=C(C2)[C@@H]2N(CCC1=C2N=CN1)C=1N=CC(=NC1)C(=O)N1CCCC1 (R)-(5-(4-(4-methoxypyrazolo[1,5-a]pyridin-2-yl)-1,4,6,7-tetrahydro-5H-imidazo[4,5-c]pyridin-5-yl)pyrazin-2-yl)(pyrrolidin-1-yl)methanone